2,5-PIPERAZINDIONE N1C(CNC(C1)=O)=O